FC(CN1C2(CCN3NC4CCN(CC4C3C1)C(=O)C=1NC3=CC=CC=C3C1)CC2)F 13'-(2,2-difluoroethyl)-4'-(1H-indole-2-carbonyl)-4',8',9',13'-tetraazaspiro[cyclopropane-1,12'-tricyclo[7.5.0.02,7]tetradecane]